C[C@@](C(=O)O)(CC)N (S)-2-methyl-aminobutyric acid